2-Chloro-4-((S)-8-(5-(4-((4-(3-(((R)-2,6-dioxopiperidin-3-yl)amino)phenyl)piperazin-1-yl)methyl)piperidine-1-carbonyl)pyrazin-2-yl)-3-methyl-2,8-diazaspiro[4.5]decan-2-yl)benzonitrile ClC1=C(C#N)C=CC(=C1)N1CC2(C[C@@H]1C)CCN(CC2)C2=NC=C(N=C2)C(=O)N2CCC(CC2)CN2CCN(CC2)C2=CC(=CC=C2)N[C@H]2C(NC(CC2)=O)=O